ClC1=C(C=CC(=C1)Cl)C[C@H](C[C@H]([C@H](C(C)(C)C)O)N1N=CNC1=S)C 2-[(2R,4R,5S)-1-(2,4-Dichlorophenyl)-5-hydroxy-2,6,6-trimethylheptan-4-yl]-2,4-dihydro-3H-1,2,4-triazol-3-thion